N-[4-[6-[[(3aR,5s,6aS)-2-(cyclohexyl-methyl)-3,3a,4,5,6,6a-hexahydro-1H-cyclopenta[c]pyrrol-5-yl]oxy]pyridazin-3-yl]phenyl]acetamide C1(CCCCC1)CN1C[C@@H]2[C@H](C1)CC(C2)OC2=CC=C(N=N2)C2=CC=C(C=C2)NC(C)=O